COC=1C(=CC2=C(C=C(C(O2)=O)C(NCCC2=CC=C(C=C2)OC)=O)C1)OCCCOC=1C(=[N+](ON1)[O-])S(=O)(=O)C1=CC=CC=C1 4-(3-((6-methoxy-3-((4-methoxyphenethyl)carbamoyl)-2-oxo-2H-benzopyran-7-yl)oxy)propoxy)-3-(phenylsulfonyl)-1,2,5-oxadiazole-2-oxide